1-[[2-(difluoro-methoxy)pyridin-4-yl]methyl]-3-[(2S)-1,1,1,4,4,4-hexafluorobutan-2-yl]urea FC(OC1=NC=CC(=C1)CNC(=O)N[C@H](C(F)(F)F)CC(F)(F)F)F